NCC(=O)N1C2CC(CC1CC2)C2=C(N(C=C2)S(N)(=O)=O)C(=O)O 3-[8-(2-Aminoacetyl)-8-azabicyclo[3.2.1]octan-3-yl]-1-sulfamoyl-pyrrole-2-carboxylic acid